(Z)-N-hydroxy-1-(4-hydroxyBut-2-en-1-yl)-1H-imidazole-4-carboxamide ONC(=O)C=1N=CN(C1)C\C=C/CO